4-bromo-6-methyl-2-(m-tolyl)pyridazin-3-one BrC=1C(N(N=C(C1)C)C=1C=C(C=CC1)C)=O